C(C1CO1)N(C1=CC=C(C=C1)CC1=CC=C(C=C1)N(CC1CO1)CC1CO1)CC1CO1 N,N,N',N'-tetraglycidyl-4,4'-methylenebisbenzeneamine